(1H-imidazol-1-yl)-N-((1r,4r)-4-(2-methoxyethoxy)cyclohexyl)-1H-pyrazolo[4,3-d]pyrimidine-7-carboxamide N1(C=NC=C1)N1N=CC=2N=CN=C(C21)C(=O)NC2CCC(CC2)OCCOC